FC(C(=O)O)(F)F.ClC1=CN(C2=NC=C(C=C21)CNC([C@H](C)NC(=O)[C@@H]2NC[C@H](C2)CC2=CC(=CC=C2)Cl)=O)C (2R,4S)-N-((S)-1-(((3-chloro-1-methyl-1H-pyrrolo[2,3-b]pyridin-5-yl)methyl)amino)-1-oxopropan-2-yl)-4-(3-chlorobenzyl)pyrrolidine-2-carboxamide trifluoroacetate salt